glycerol mono-stearate C(CCCCCCCCCCCCCCCCC)(=O)OCC(O)CO